vinyl tetrahydrofuranyl ether O1C(CCC1)OC=C